C1(CC1)NC(C1=C(C=C(C=C1)C=1C=NN2C1N=C(C=C2N(CC2=CC=C(C=C2)OC)CC2CC(C2)(C)O)OC=2C=NC=CC2)C)=O N-cyclopropyl-4-(7-((((s,3s)-3-hydroxy-3-methylcyclobutyl)methyl)(4-methoxybenzyl)amino)-5-(pyridin-3-yloxy)pyrazolo[1,5-a]pyrimidin-3-yl)-2-methylbenzamide